C(C)(C)(C)N[Si](CC)(CC)NC(C)(C)C bis(tert-butylamino)diethylsilane